ClC1=NC=CC2=C1N=C(N2C)C(F)(F)F 4-chloro-1-methyl-2-(trifluoromethyl)-1H-imidazo[4,5-c]pyridine